7-chloro-4-(1-(5-chloropyrimidine-2-carbonyl)piperidin-4-yl)-1-methyl-1,4-dihydropyrido[2,3-b]pyrazine-2,3-dione ClC1=CC2=C(N(C(C(N2C)=O)=O)C2CCN(CC2)C(=O)C2=NC=C(C=N2)Cl)N=C1